hydroxyethyl salicylate (hydroxylethyl salicylate) OCCOC=1C(C(=O)O)=CC=CC1.C(C=1C(O)=CC=CC1)(=O)OCCO